ClC=1C(=NC(=NC1)NCC1=NC=CC=C1)NC1=CC(=CC=C1)C(F)(F)F 5-Chloro-N2-(pyridin-2-ylmethyl)-N4-(3-(trifluoromethyl)phenyl)pyrimidine-2,4-diamine